ethyl 2-[(6-hydroxy-10-phenoxy-[1,2,4]triazolo[5,1-a]isoquinoline-5-carbonyl)amino]acetate OC1=C(N2C(C3=C(C=CC=C13)OC1=CC=CC=C1)=NC=N2)C(=O)NCC(=O)OCC